The molecule is a phosphatidylcholine 34:4 in which the acyl groups specified at positions 1 and 2 are hexadecanoyl and (6Z,9Z,12Z,15Z)-octadecatetraenoyl respectively. It derives from a hexadecanoic acid and an all-cis-octadeca-6,9,12,15-tetraenoic acid. CCCCCCCCCCCCCCCC(=O)OC[C@H](COP(=O)([O-])OCC[N+](C)(C)C)OC(=O)CCCC/C=C\\C/C=C\\C/C=C\\C/C=C\\CC